C[C@@H]1OCC2([C@@H]1N)CCN(CC2)C2=NC1=C(C=3N2C=CN3)C(=NN1)C=1C=C3CCC2(CCC2)OC3=CC1 (3S,4S)-3-methyl-8-(9-(spiro[chromane-2,1'-cyclobutane]-6-yl)-7H-imidazo[1,2-c]pyrazolo[4,3-e]pyrimidin-5-yl)-2-oxa-8-azaspiro[4.5]decan-4-amine